2,4,6-tri-t-butylphenol phosphite P(O)(O)OC1=C(C=C(C=C1C(C)(C)C)C(C)(C)C)C(C)(C)C